N1=CC(=CC=C1)CCOC(C(=C)C)=O METHACRYLIC ACID 2-PYRIDIN-3-YLETHYL ESTER